4-tert-butyl-3-[3-[(4-fluorophenyl) (hydroxy) methyl]-2-([[4-(2-methylpropyloxy) phenyl] methyl] amino) pyridin-4-yl]-2,5-dihydropyrrole-1-carboxylate C(C)(C)(C)C1=C(CN(C1)C(=O)[O-])C1=C(C(=NC=C1)NCC1=CC=C(C=C1)OCC(C)C)C(O)C1=CC=C(C=C1)F